C(C(C)C)NC=1C2=C(N=CN1)N=C(S2)S(=O)(=O)C N-isobutyl-2-methylsulfonyl-thiazolo[4,5-d]Pyrimidine-7-amine